O=C1CN(CCN1)C1=CC=CC=N1 6-(3-oxopiperazin-1-yl)pyridin